bis(6,6-dihexylhexyl)magnesium C(CCCCC)C(CCCCC[Mg]CCCCCC(CCCCCC)CCCCCC)CCCCCC